tert-butyl N-[1-[[2-chloro-5-(1-isopropyl-6-oxo-3-pyridyl)phenyl]methyl]-2-[4-(1-methylpyrazol-3-yl)anilino]-2-oxo-ethyl]carbamate ClC1=C(C=C(C=C1)C1=CN(C(C=C1)=O)C(C)C)CC(C(=O)NC1=CC=C(C=C1)C1=NN(C=C1)C)NC(OC(C)(C)C)=O